CC1=CC(=CC(=N1)C(=O)N)OC1=CC=CC=C1 6-methyl-4-phenoxypicolinamide